P(=O)(OC=1NC=CN1)([O-])[O-] Imidazolyl phosphate